C(C)C1=CC(=C2C=C(C(N(C2=C1)C)=O)C)S(=O)(=O)C=1C=CC(=NC1)C=1C=NC(=C(C1)C)C(=O)O 5-((7-ethyl-1,3-dimethyl-2-oxo-1,2-dihydroquinolin-5-yl)sulfonyl)-5'-methyl-[2,3'-bipyridine]-6'-carboxylic acid